tert-Butyl 4-(4-(2-(2-aminopyridin-3-yl)-5-(2-cyanophenyl)-3H-imidazo[4,5-b]pyridin-3-yl)benzyl)piperazine-1-carboxylate NC1=NC=CC=C1C1=NC=2C(=NC(=CC2)C2=C(C=CC=C2)C#N)N1C1=CC=C(CN2CCN(CC2)C(=O)OC(C)(C)C)C=C1